(S)-1-chloro-3-(4-((3,5-dichloro-4-((R)-3-(ethylsulfonyl)-2-hydroxypropoxy)phenyl)sulfonyl)phenoxy)propan-2-ol ClC[C@H](COC1=CC=C(C=C1)S(=O)(=O)C1=CC(=C(C(=C1)Cl)OC[C@H](CS(=O)(=O)CC)O)Cl)O